3-[(5-fluoro-1H-1,3-benzodiazol-2-yl)amino]-N-methyl-3-[3-(trifluoromethyl)phenyl]propanamide FC1=CC2=C(NC(=N2)NC(CC(=O)NC)C2=CC(=CC=C2)C(F)(F)F)C=C1